2-(2-chloro-4-((4-(3-methoxy-4-(trifluoromethyl)benzyl)piperazin-1-yl)methyl)-6-methylphenoxy)-2-methylpropanoic acid ethyl ester C(C)OC(C(C)(C)OC1=C(C=C(C=C1C)CN1CCN(CC1)CC1=CC(=C(C=C1)C(F)(F)F)OC)Cl)=O